N-(6-(N-(1-methylcyclopropyl)sulfamoyl)-2,4-dioxo-1-(prop-2-yn-1-yl)-1,4-dihydroquinazolin-3(2H)-yl)bicyclo[1.1.0]butane-1-carboxamide CC1(CC1)NS(=O)(=O)C=1C=C2C(N(C(N(C2=CC1)CC#C)=O)NC(=O)C12CC2C1)=O